BrC1=CC=2C(C3=CC(=CC=C3N(C2C=C1)C(=O)OC(C)(C)C)C)(C)C tert-butyl 2-bromo-7,9,9-trimethylacridine-10(9H)-carboxylate